3-(2,6-dichloro-4-(2-(4-(3-chloropropoxy)phenyl)propan-2-yl)phenoxy)propane-1,2-diyl diacetate C(C)(=O)OCC(COC1=C(C=C(C=C1Cl)C(C)(C)C1=CC=C(C=C1)OCCCCl)Cl)OC(C)=O